FC1=NC=C(C(=C1)N1CCC(CC1)C1=CC=2C(=NC=CN2)N(C1=O)CC1=C(C=CC=C1)C(F)(F)F)C 7-(1-(2-fluoro-5-methylpyridin-4-yl)piperidin-4-yl)-5-(2-(trifluoromethyl)benzyl)pyrido-[2,3-b]pyrazin-6(5H)-one